2-bromo-1-(4-fluorophenyl)-5-(methoxymethoxy)-1H-indole-3-carbonitrile BrC=1N(C2=CC=C(C=C2C1C#N)OCOC)C1=CC=C(C=C1)F